ClC=1C2=C(N=C(N1)COC)SC(=C2)C 4-chloro-2-(methoxymethyl)-6-methylthieno[2,3-d]pyrimidine